(1S,4R)-4-(2-((S)-1-((2S,4R)-1-((S)-2-acetamido-3,3-dimethylbutanoyl)-4-hydroxypyrrolidine-2-carboxamido)ethyl)-5-(4-methylthiazol-5-yl)phenoxy)cyclohexane C(C)(=O)N[C@H](C(=O)N1[C@@H](C[C@H](C1)O)C(=O)N[C@@H](C)C1=C(OC2CCCCC2)C=C(C=C1)C1=C(N=CS1)C)C(C)(C)C